4-amino-1-[1-[(4R)-4-methyl-2-(1-methylpyrazolo[3,4-b]pyridin-4-yl)-3,4-dihydro-1H-isoquinolin-6-yl]-4-piperidyl]piperidin-3-ol NC1C(CN(CC1)C1CCN(CC1)C=1C=C2[C@H](CN(CC2=CC1)C1=C2C(=NC=C1)N(N=C2)C)C)O